C(C)OC(=O)C1=NOC(=N1)C 5-methyl-1,2,4-oxadiazole-3-carboxylic acid ethyl ester